Tert-butyl (S)-4-(4-bromo-2,3-difluorophenyl)-3,3-difluoro-[1,4'-bipiperidine]-1'-carboxylate BrC1=C(C(=C(C=C1)[C@H]1C(CN(CC1)C1CCN(CC1)C(=O)OC(C)(C)C)(F)F)F)F